(1-Phenyl-2-methoxyethyl) ethyl carbonate C(OC(COC)C1=CC=CC=C1)(OCC)=O